C(C)(C)(C)OC(N[C@H]1CSC2=C(N(C1=O)CC1=CC=C(C=C1)C1=CC=C(C=C1)OC)C=C(C(=C2)F)Br)=O N-[(3R)-7-bromo-8-fluoro-5-[[4-(4-methoxyphenyl)phenyl]methyl]-4-oxo-2,3-dihydro-1,5-benzothiazepine-3-Yl]carbamic acid tert-butyl ester